N-(5-(2-methoxypyrimidin-5-yl)pyrazin-2-yl)acetamide COC1=NC=C(C=N1)C=1N=CC(=NC1)NC(C)=O